C[C@@H]1CN(CCN1CC1CCNCC1)C(=O)OC(C)(C)C tert-butyl (R)-3-methyl-4-(piperidin-4-ylmethyl)piperazine-1-carboxylate